COC(=O)C1=C(N(C(=C1S(=O)(=O)Cl)C)C)C 4-(chlorosulfonyl)-1,2,5-trimethyl-1H-pyrrole-3-carboxylic acid methyl ester